ClC=1C(=CC(=NC1)NC(C)=O)I N-(5-chloro-4-iodopyridin-2-yl)acetamide